FC1=C(C(=CC=C1OC)N1N=CN=C1)CN [2-Fluoro-3-methoxy-6-(1,2,4-triazol-1-yl)phenyl]methanamine